Cl.FC(C=1C=C(C=C(C1)C(F)(F)F)N(C(=O)N([C@H]1[C@@H](CNCC1)C1=CC=C(C=C1)C)C)C)(F)F |o1:17,18| 1-[3,5-bis(trifluoromethyl)phenyl]-1,3-dimethyl-3-[(3R*,4R*)-3-(4-methylphenyl)piperidin-4-yl]urea monohydrochloride